2-Methyl-4-(1-methylpyrazol-4-yl)-5,7-dihydropyrrolo[3,4-b]pyridine-6-carboxylic acid tert-butyl ester C(C)(C)(C)OC(=O)N1CC2=NC(=CC(=C2C1)C=1C=NN(C1)C)C